C(C1=CC=CC=C1)OC[C@H](C(=O)N1CCC2(CC1)CN(C1=CC=CC=C12)S(=O)(=O)C)N1C(NC(C1=O)(C)C)(C)C (R)-3-(3-(benzoxy)-1-(1-(methylsulfonyl)spiro[indolin-3,4'-piperidin]-1'-yl)-1-oxopropan-2-yl)-2,2,5,5-tetramethylimidazolin-4-one